NCCCC[Si](OCC)(OCC)C 4-Aminobutylmethyldiethoxy-silan